ClC1=CC(=C(C=C1Cl)[C@@H](C1CCN(CC1)S(=O)(=O)C1CN(CC1)C(=O)OC(C)(C)C)NS(=O)C(C)(C)C)OCC=C tert-butyl 3-([4-[(R)-[4,5-dichloro-2-(prop-2-en-1-yloxy)phenyl][(2-methylpropane-2-sulfinyl)amino]methyl]piperidin-1-yl]sulfonyl)pyrrolidine-1-carboxylate